C(N)(=O)C1=C(C=CC=C1)B(O)O 2-carbamoyl-phenylboronic acid